ClC1=C(C=CC=C1Cl)C=1N=C(NC1C)CC1=CC2=CC=CC=C2C=C1 4-(2,3-dichlorophenyl)-5-methyl-2-(2-naphthylmethyl)imidazole